3-(6-(4-((4-(3-(6-amino-5-((R)-1-(5-fluoro-2-(2H-1,2,3-triazol-2-yl)phenyl)ethoxy)pyridin-3-yl)benzyl)piperazin-1-yl)methyl)piperidin-1-yl)-1-oxoisoindolin-2-yl)piperidine-2,6-dione NC1=C(C=C(C=N1)C=1C=C(CN2CCN(CC2)CC2CCN(CC2)C2=CC=C3CN(C(C3=C2)=O)C2C(NC(CC2)=O)=O)C=CC1)O[C@H](C)C1=C(C=CC(=C1)F)N1N=CC=N1